C(C)OC(CCCC\C=C/C\C=C/C\C=C/CCCCC)=O.FC=1C(=C(C=CC1F)C1CCN(CC1)C(=O)C=1C2=C(NN1)CN(C2)CC)C(F)(F)F (4-(3,4-difluoro-2-(trifluoromethyl)phenyl)piperidin-1-yl)(5-ethyl-1,4,5,6-tetrahydropyrrolo[3,4-c]pyrazol-3-yl)methanone ethyl-gamma-linolenate